C(CCC\C=C/C\C=C/C\C=C/C\C=C/C\C=C/CC)O (5Z,8Z,11Z,14Z,17Z)-eicosa-5,8,11,14,17-pentaen-1-ol